C(C)(C)(C)OC(=O)NC(=NS(=O)(=O)F)NC(=O)OC(C)(C)C N,N'-di-t-butoxycarbonyl-N''-fluorosulfonyl-guanidine